antimonous telluride [Sb+]=[Te]